C(C)[N+](CCO)(CC)CC triethyl-(2-hydroxyethyl)ammonium